(2S)-2-amino-1-[4-[2-methyl-4-[[3-[3-(trifluoromethyl)-1H-pyrazol-4-yl]imidazo[1,2-a]pyrazin-8-yl]amino]benzoyl]piperazin-1-yl]propan-1-one N[C@H](C(=O)N1CCN(CC1)C(C1=C(C=C(C=C1)NC=1C=2N(C=CN1)C(=CN2)C=2C(=NNC2)C(F)(F)F)C)=O)C